tert-butyl 2-((1'-(5-methoxy-2-(1-methyl-1H-pyrazol-4-yl)-4-nitrophenyl)-[1,4'-Bipiperidin]-4-yl)methyl)-2,9-diazaspiro[5.5]undecan-9-carboxylate COC=1C(=CC(=C(C1)N1CCC(CC1)N1CCC(CC1)CN1CC2(CCC1)CCN(CC2)C(=O)OC(C)(C)C)C=2C=NN(C2)C)[N+](=O)[O-]